(5-isopropyl-1H-pyrazol-3-yl)[(1R,5S,6r)-6-(7a-methyl-5,6,7,7a-tetrahydropyrrolo[1,2-d][1,2,4]oxadiazol-3-yl)-3-azabicyclo[3.1.0]hex-3-yl]methanone C(C)(C)C1=CC(=NN1)C(=O)N1C[C@H]2C([C@H]2C1)C1=NOC2(N1CCC2)C